C(C(=C)C)(=O)OCCCN 3-amino-propyl methacrylate